O[C@@H](CO)C1=CC=C(C=N1)NC(=O)[C@@H]1O[C@]([C@H]([C@H]1C1=C(C(=CC=C1)F)OC)C)(C(F)(F)F)C (2R,3S,4S,5R)-N-(6-((R)-1,2-dihydroxyethyl)pyridin-3-yl)-3-(3-fluoro-2-methoxyphenyl)-4,5-dimethyl-5-(trifluoromethyl)tetrahydrofuran-2-carboxamide